tert-butyl (2S)-4-(1-benzyloxycarbonylazetidin-3-yl)-2-methyl-piperazine-1-carboxylate C(C1=CC=CC=C1)OC(=O)N1CC(C1)N1C[C@@H](N(CC1)C(=O)OC(C)(C)C)C